S(=O)(=O)(O)CCCNC1=CC(=CC(=C1)C)C N-(3-sulfopropyl)-3,5-dimethylaniline